FC=1C2=CNN=C2C=CC1C(=O)NC1CCC(CC1)NC1=CC=CC=2N1C=C(N2)C(F)(F)F 4-fluoro-N-[(1s,4s)-4-{[2-(trifluoromethyl)imidazo[1,2-a]pyridin-5-yl]amino}cyclohexyl]-2H-indazole-5-carboxamide